tert-butyl (S,E)-5-fluoro-2-((3-(2-(((2-hydroxyethoxy)carbonyl)amino)-7-oxo-7-(pyrrolidin-1-yl)hept-5-enamido)-2-oxopyridin-1(2H)-yl)methyl)-1H-indole-1-carboxylate FC=1C=C2C=C(N(C2=CC1)C(=O)OC(C)(C)C)CN1C(C(=CC=C1)NC([C@H](CC\C=C\C(N1CCCC1)=O)NC(=O)OCCO)=O)=O